4-(2-OXOTETRAHYDROPYRIMIDIN-1(2H)-YL)-N-(3-(PYRIDIN-2-YLETHYNYL)PHENYL)BENZAMIDE O=C1N(CCCN1)C1=CC=C(C(=O)NC2=CC(=CC=C2)C#CC2=NC=CC=C2)C=C1